C1=CC(=CC=C1S)SC2=CC=C(C=C2)S 4,4-thiobisbenzenethiol